COC(C1=CC=C(C=C1)C(NC1CN(CCC1)C=1N=NC(=CC1)C1=C(C=CC=C1)OC)=O)=O 4-((1-(6-(2-methoxyphenyl)pyridazin-3-yl)piperidin-3-yl)carbamoyl)benzoic acid methyl ester